[Fe].[Ni].[Ag].[Cu] copper-silver-nickel-iron